(1R,3S,5R)-2-(2-(3-acetyl-7-methyl-5-(2-methylpyrazolo[1,5-a]pyrimidin-6-yl)-1H-indol-1-yl)acetyl)-N-(6-bromo-3-methylpyridin-2-yl)-5-methyl-2-azabicyclo[3.1.0]hexane-3-carboxamide C(C)(=O)C1=CN(C2=C(C=C(C=C12)C=1C=NC=2N(C1)N=C(C2)C)C)CC(=O)N2[C@@H]1C[C@@]1(C[C@H]2C(=O)NC2=NC(=CC=C2C)Br)C